nickel-niobium-copper [Cu].[Nb].[Ni]